N-(6-(2,3-difluorophenyl)imidazo[1,2-a]pyridin-2-yl)-2-fluorocyclopropanecarboxamide FC1=C(C=CC=C1F)C=1C=CC=2N(C1)C=C(N2)NC(=O)C2C(C2)F